C1(CC1)C1=C(C(=NO1)C1=C(C=CC=C1Cl)Cl)CO[C@H]1[C@@H]2CN([C@H](C1)C2)C2=CC=C(C=C2)S(=O)(=O)O 4-[(1S,4S,5R)-5-{[5-cyclopropyl-3-(2,6-dichlorophenyl)-1,2-oxazol-4-yl]methoxy}-2-azabicyclo[2.2.1]heptan-2-yl]benzene-1-sulfonic acid